N-methyl-dipalmitoylphosphoethanolamine CNCCOP(=O)(OC(CCCCCCCCCCCCCCC)=O)OC(CCCCCCCCCCCCCCC)=O